4-((1R,5S)-3,8-Diazabicyclo[3.2.1]octan-3-yl)-7-(7,8-difluoro-3-hydroxynaphthalen-1-yl)-2-(((S)-1-methylpyrrolidin-2-yl)methoxy-d2)pyrido[3,4-d]pyrimidin-8(7H)-one [C@H]12CN(C[C@H](CC1)N2)C=2C1=C(N=C(N2)OC([2H])([2H])[C@H]2N(CCC2)C)C(N(C=C1)C1=CC(=CC2=CC=C(C(=C12)F)F)O)=O